(3S,4S)-tert-butyl 3-fluoro-4-((6-(7-(2-hydroxypropan-2-yl)imidazo[1,2-a]pyridin-3-yl)pyridin-2-yl)amino)pyrrolidine-1-carboxylate F[C@H]1CN(C[C@@H]1NC1=NC(=CC=C1)C1=CN=C2N1C=CC(=C2)C(C)(C)O)C(=O)OC(C)(C)C